2-([1-[(2-Chlorophenyl)methyl]-5-(3-methanesulfonamidophenyl)-1H-pyrazol-3-yl]methoxy)-2-methylpropanoic acid ClC1=C(C=CC=C1)CN1N=C(C=C1C1=CC(=CC=C1)NS(=O)(=O)C)COC(C(=O)O)(C)C